COC1=CC=C(C=C1)NC=1N(C(C=2NC(=NC2N1)C=1C=NN(C1)C)=O)CCC 2-(4-Methoxy-phenylamino)-8-(1-methyl-1H-pyrazol-4-yl)-1-propyl-1,7-dihydro-purin-6-one